N-{(7R)-4-[(3R,4R,5S)-3-amino-4-hydroxy-5-methylpiperidin-1-yl]-7-hydroxy-6,7-dihydro-5H-cyclopenta[b]Pyridin-3-yl}-6-(2,6-difluorophenyl)-5-fluoropyridine-2-carboxamide N[C@@H]1CN(C[C@@H]([C@H]1O)C)C1=C2C(=NC=C1NC(=O)C1=NC(=C(C=C1)F)C1=C(C=CC=C1F)F)[C@@H](CC2)O